N1(CCCC1)C(=O)C1=CC=C(C2=C1N=C(O2)N2CC1N(C(C2)C1)C(=O)OC(C)(C)C)C=1SC=CN1 tert-Butyl 3-(4-(pyrrolidin-1-carbonyl)-7-(thiazol-2-yl)benzo[d]oxazol-2-yl)-3,6-diazabicyclo[3.1.1]heptane-6-carboxylate